2-((4-methoxybenzyl)thio)pyrazine tert-butyl-4-(3-(((2-iodo-4-(methoxycarbonyl)phenyl)thio)methyl)-1H-pyrazol-1-yl)piperidine-1-carboxylate C(C)(C)(C)OC(=O)N1CCC(CC1)N1N=C(C=C1)CSC1=C(C=C(C=C1)C(=O)OC)I.COC1=CC=C(CSC2=NC=CN=C2)C=C1